pinacol diboronate diboron [B+3].[B+3].B([O-])OB[O-].OC(C)(C)C(C)(C)O.B([O-])OB[O-].B([O-])OB[O-]